O1COC2=C1C=CC(=C2)/C(/C#N)=C/C2=C(C=NN2C)Br (Z)-2-(benzo[d][1,3]dioxol-5-yl)-3-(4-bromo-1-methyl-1H-pyrazol-5-yl)acrylonitrile